(1S,4S)-4-({2-methoxy-3-[3-(pyrrolidin-1-yl)propoxy]acridin-9-yl}amino)-1-methylcyclohexan COC1=CC2=C(C3=CC=CC=C3N=C2C=C1OCCCN1CCCC1)NC1CCC(CC1)C